2-(2-CHLORO-6-FLUOROPHENYL)-5-FLUORO-1H-INDOLE-3-CARBOXALDEHYDE ClC1=C(C(=CC=C1)F)C=1NC2=CC=C(C=C2C1C=O)F